2-(benzyloxy)-6-ethoxy-N-((R)-2-hydroxy-2-((S)-1,2,3,4-tetrahydroisoquinolin-3-yl)ethyl)-1-oxoisoindoline-5-carboxamide C(C1=CC=CC=C1)ON1C(C2=CC(=C(C=C2C1)C(=O)NC[C@H]([C@H]1NCC2=CC=CC=C2C1)O)OCC)=O